N-[1-(2-bromophenyl)-2-hydroxyethyl]-2-chloroacetamide BrC1=C(C=CC=C1)C(CO)NC(CCl)=O